tert-butyl (R)-3-(6-(2-(3-fluorophenyl)pyrrolidin-1-yl)imidazo[1,2-b]pyridazin-3-yl)-2,5-dihydro-1H-pyrrole-1-carboxylate FC=1C=C(C=CC1)[C@@H]1N(CCC1)C=1C=CC=2N(N1)C(=CN2)C=2CN(CC2)C(=O)OC(C)(C)C